4-[4-(4-fluorophenyl)-5-(2-methoxypyrimidin-4-yl)imidazol-1-yl]cyclohexane-1-ol FC1=CC=C(C=C1)C=1N=CN(C1C1=NC(=NC=C1)OC)C1CCC(CC1)O